ClC1=NC2=CC(=CC=C2C(=C1)NC1=CC=C(C=C1)[N+](=O)[O-])OC(F)(F)F 2-chloro-N-(4-nitrophenyl)7-(trifluoromethoxy)quinolin-4-amine